ClCCC1=CC=C(C=C1)CC=CCC1=CC=C(C=C1)CCCl 1,4-bis(p-chloroethylphenyl)-2-butene